[5-(benzenesulfonyl)-1-(4-fluorophenyl)-2-tetrahydropyran-4-yl-pyrrolo[2,3-f]indol-3-yl]benzoic acid methyl ester COC(C1=C(C=CC=C1)C1=C(N(C2=CC=3C=CN(C3C=C21)S(=O)(=O)C2=CC=CC=C2)C2=CC=C(C=C2)F)C2CCOCC2)=O